CC1(OB(OC1(C)C)C1=C(C=CC=C1)C(F)(F)F)C 4,4,5,5-tetramethyl-2-(2-(trifluoromethyl)phenyl)-1,3,2-dioxaborolane